2-(4-((3-((1-ethyl-5-oxo-2-thioxoimidazolidin-4-ylidene)methyl)-1H-indol-1-yl)methyl)-1H-1,2,3-triazol-1-yl)ethoxyacetamide C(C)N1C(NC(C1=O)=CC1=CN(C2=CC=CC=C12)CC=1N=NN(C1)CCOCC(=O)N)=S